N-[(1R)-1-(3-bromophenyl)ethyl]-6-methoxy-2-methylpyrimido[5,4-d]pyrimidin-4-amine BrC=1C=C(C=CC1)[C@@H](C)NC=1C2=C(N=C(N1)C)C=NC(=N2)OC